N,N-dioctyl-chloroacetamide C(CCCCCCC)N(C(CCl)=O)CCCCCCCC